5-bromo-3-chloro-1,4-dimethylpyridin-2(1H)-one BrC=1C(=C(C(N(C1)C)=O)Cl)C